C1=COCO1 3,5-dioxol